FC1=CC=C(C(=O)N2CCN(CC2)C(=O)NC2=CC(=CC(=C2)OC2=CC=C(C=C2)C(NC)=O)OC2=CC=C(C=C2)F)C=C1 4-(4-Fluorobenzoyl)-N-(3-(4-fluorophenoxy)-5-(4-(methylcarbamoyl)phenoxy)phenyl)piperazine-1-carboxamide